N-(2-(4-(azidomethyl)piperidin-1-yl)ethyl)-2'-(methoxymethyl)-[1,1'-biphenyl]-4-sulfonamide N(=[N+]=[N-])CC1CCN(CC1)CCNS(=O)(=O)C1=CC=C(C=C1)C1=C(C=CC=C1)COC